OC=1C=C(C(NCC(=O)O)=O)C=CC1 3-hydroxyhippuric acid